BrC(C)C=1C=2C3=C(N(C(C2C=C(C1)C)=O)C)N(N=C3)C3CN(C3)C(=O)OC(C)(C)C tert-butyl 3-(9-(1-bromoethyl)-4,7-dimethyl-5-oxo-4,5-dihydro-3H-pyrazolo[3,4-c]isoquinolin-3-yl)azetidine-1-carboxylate